BrC1=C(C=CC(=C1)Cl)CN1C(C2=CC(=CC(=C2[C@]1(OC)C1=CC=C(C=C1)Cl)F)[C@](CC)(C1CCOCC1)O)=O (R)-2-(2-bromo-4-chlorophenylmethyl)-3-(4-chlorophenyl)-4-fluoro-6-((S)-1-hydroxy-1-(tetrahydro-2H-pyran-4-yl)propyl)-3-methoxyisoindolin-1-one